tert-butyl 2-(2-((2-(ethoxycarbonyl)-1H-pyrrol-3-ylamino)methyl)phenyl)morpholine-4-carboxylate C(C)OC(=O)C=1NC=CC1NCC1=C(C=CC=C1)C1CN(CCO1)C(=O)OC(C)(C)C